N-(cis-4-aminocyclohexyl)propane-1-sulfonamide N[C@H]1CC[C@H](CC1)NS(=O)(=O)CCC